C12C(CC(C=C1)C2)C2=CC=C(C=C2)C2=CC=C(C=C2)C2=CC=C(C=C2)C2C1C=CC(C2)C1 4,4''-Di(bicyclo[2.2.1]hept-5-en-2-yl)-1,1':4',1''-terphenyl